ClC1=NC=C(C(=O)NC([2H])([2H])[2H])C(=C1)NC1=CSC=2C=NN(C(C21)=O)CC 6-Chloro-4-((5-ethyl-4-oxo-4,5-dihydrothieno[2,3-d]pyridazin-3-yl)amino)-N-(methyl-d3)nicotinamide